N-((3R,4S)-4-((2-(2,6-dichloro-3,5-dimethoxyphenyl)-4-(2-azaspiro[3.4]octan-2-yl)pyrido[3,4-d]pyrimidin-6-yl)amino)tetrahydrofuran-3-yl)acrylamide ClC1=C(C(=C(C=C1OC)OC)Cl)C=1N=C(C2=C(N1)C=NC(=C2)N[C@H]2[C@H](COC2)NC(C=C)=O)N2CC1(C2)CCCC1